The molecule is a glyopeptide that is vancomycin in which the terminal vancosamine of the disaccharide moiety is replaced by 4-epi-vancosamine. It is a glycopeptide and a disaccharide derivative. C[C@H]1[C@@H]([C@@](C[C@@H](O1)O[C@@H]2[C@H]([C@@H]([C@H](O[C@H]2OC3=C4C=C5C=C3OC6=C(C=C(C=C6)[C@H]([C@H](C(=O)N[C@H](C(=O)N[C@H]5C(=O)N[C@@H]7C8=CC(=C(C=C8)O)C9=C(C=C(C=C9O)O)[C@H](NC(=O)[C@H]([C@@H](C1=CC(=C(O4)C=C1)Cl)O)NC7=O)C(=O)O)CC(=O)N)NC(=O)[C@@H](CC(C)C)NC)O)Cl)CO)O)O)(C)N)O